palmitic acid linoleyl ester C(CCCCCCC\C=C/C\C=C/CCCCC)OC(CCCCCCCCCCCCCCC)=O